ClC1=C(N=C(N=N1)N[C@H]1CN(CCC1)C(=O)OC(C)(C)C)C tert-butyl (3R)-3-[(6-chloro-5-methyl-1,2,4-triazin-3-yl)amino]piperidine-1-carboxylate